(E)-(2-(1-(8-methoxy-2-(2-(pyridin-2-yl)vinyl)quinazolin-4-yl)piperidin-4-yl)ethyl)phosphonic acid COC=1C=CC=C2C(=NC(=NC12)\C=C\C1=NC=CC=C1)N1CCC(CC1)CCP(O)(O)=O